CC1(CC(C1)C1=NC(=CC2=C1N=C(N=C2)NC2CCN(CC2)S(=O)(=O)C)C)C(=O)OC Methyl 1-methyl-3-(6-methyl-2-((1-(methylsulfonyl)piperidin-4-yl)amino)pyrido[3,4-d]pyrimidin-8-yl)cyclobutane-1-carboxylate